O1COC2=C1C=CC(=C2)C(C)N2C[C@@H](N(C[C@H]2C)C=2C=1N(N(C(C2)=O)C)C=C(N1)CC#N)C 2-(8-((2S,5R)-4-(1-(benzo[d][1,3]dioxol-5-yl)ethyl)-2,5-dimethylpiperazin-1-yl)-5-methyl-6-oxo-5,6-dihydroimidazo[1,2-b]pyridazin-2-yl)acetonitrile